benzyl 4-{[1-(4-{(2S)-1-[2-(benzyloxy)phenyl]-3,3-dimethyl-4-oxoazetidin-2-yl}-3-methoxyphenyl)piperidin-4-yl]methyl}piperazine-1-carboxylate C(C1=CC=CC=C1)OC1=C(C=CC=C1)N1[C@H](C(C1=O)(C)C)C1=C(C=C(C=C1)N1CCC(CC1)CN1CCN(CC1)C(=O)OCC1=CC=CC=C1)OC